NC=1C=CC(=C2CCOC21)C(=O)NC([2H])([2H])[2H] 7-amino-N-(methyl-d3)-2,3-dihydrobenzofuran-4-carboxamide